(2-(2,6-dioxopiperidin-3-yl)-3-oxoisoindolin-5-yl)methyl (6-((S)-2-methylpyrrolidin-1-yl)pyridin-3-yl)carbamate C[C@@H]1N(CCC1)C1=CC=C(C=N1)NC(OCC=1C=C2C(N(CC2=CC1)C1C(NC(CC1)=O)=O)=O)=O